((1s,3s)-3-fluorocyclobutyl)(nitroso)carbamic acid tert-butyl ester C(C)(C)(C)OC(N(N=O)C1CC(C1)F)=O